C(C)(C)(C)OC(C(CC=1C=C(C=CC1)B(O)O)C1CN(CC1)C(=O)OC(C)(C)C)=O [3-[3-tert-butoxy-2-[1-tert-butoxycarbonylpyrrolidin-3-yl]-3-oxo-propyl]phenyl]boronic acid